N-(3-chlorobenzyl)-2-(4-chlorophenoxy)-6-(3,5-dimethylisoxazol-4-yl)quinazolin ClC=1C=C(CN2C(N=CC3=CC(=CC=C23)C=2C(=NOC2C)C)OC2=CC=C(C=C2)Cl)C=CC1